2-Chloro-5-{[(3,3-dimethylbutanoyl)amino]methyl}-N-[1-(2-methylpyridin-4-yl)-1H-indazol-4-yl]benzamide ClC1=C(C(=O)NC2=C3C=NN(C3=CC=C2)C2=CC(=NC=C2)C)C=C(C=C1)CNC(CC(C)(C)C)=O